N-(3-(dimethylamino)benzyl)-N-(3-methoxybenzyl)-4-(morpholinomethyl)oxazol-2-amine CN(C=1C=C(CN(C=2OC=C(N2)CN2CCOCC2)CC2=CC(=CC=C2)OC)C=CC1)C